ClC1=CC=C(C=C1)C1=CC(=CC=C1)C1=CC=2C3(C4=CC=CC=C4OC2C=C1)C1=CC=CC=C1C=1C=CC=CC13 2'-(4'-chloro-[1,1'-biphenyl]-3-yl)spiro[fluorene-9,9'-xanthene]